C(C)OC(\C=C\C1=C(C2=C(N(N=N2)CCCS(=O)(=O)C)C=C1)C)=O (2E)-3-{4-methyl-1-[3-(methylsulfonyl)propyl]-1H-benzotriazol-5-yl}prop-2-enoic acid ethyl ester